N-(3-((R)-3-(dimethyl-amino)pyrrolidin-1-yl)phenyl)-4-(5-phenyl-4,5-dihydro-1H-pyrazol-1-yl)-7H-pyrrolo[2,3-d]pyrimidin-2-amine CN([C@H]1CN(CC1)C=1C=C(C=CC1)NC=1N=C(C2=C(N1)NC=C2)N2N=CCC2C2=CC=CC=C2)C